FC=1C(=C(C=C(C1)C(C)C)[C@H](C(=O)O)N1C[C@@H](CC1)N(CC(F)(F)F)CCCCCC1=NC=2NCCCC2C=C1)OC (R)-2-(3-fluoro-5-isopropyl-2-methoxyphenyl)-2-((R)-3-((5-(5,6,7,8-tetrahydro-1,8-naphthyridin-2-yl)pentyl)(2,2,2-trifluoroethyl)amino)pyrrolidin-1-yl)acetic acid